Di-tert-butyl 2,2'-((((2-(tert-butoxy)-2-oxoethyl)azanediyl)bis(ethane-2,1-diyl))bis(azanediyl))diacetate C(C)(C)(C)OC(CN(CCNCC(=O)OC(C)(C)C)CCNCC(=O)OC(C)(C)C)=O